FC=1C=CC(=C(C1)C(C)NC1=NC=2N(C=C1)N=CC2C=2C=NN(C2)C(C)C)OCCF N-(1-(5-fluoro-2-(2-fluoroethoxy)phenyl)ethyl)-3-(1-isopropyl-1H-pyrazol-4-yl)pyrazolo[1,5-a]pyrimidine-5-amine